tert-butyl 4-[3-(benzo[d][1,3]dioxol-5-yl)-1-oxoprop-2-enyl]-6-methoxy-1,2,3,4-tetrahydroquinoxaline-1-carboxylate O1COC2=C1C=CC(=C2)C=CC(=O)N2CCN(C1=CC=C(C=C21)OC)C(=O)OC(C)(C)C